4-(2-ethylphenoxy)aniline Methyl-rel-(2R,4R)-4-[[3-(3,5-dichlorophenyl)-5-vinyl-4H-isoxazol-5-carbonyl]amino]tetra-hydrofuran-2-carboxylat COC(=O)[C@@H]1OC[C@@H](C1)NC(=O)C1(CC(=NO1)C1=CC(=CC(=C1)Cl)Cl)C=C.C(C)C1=C(OC2=CC=C(N)C=C2)C=CC=C1 |o1:4,7|